ClCC1=CC=C(C=C)C=C1 p-(chloromethyl)styrene